C(OC1=CC=C(C=C1)NC([C@H](C)NC([C@H](C)NC(CCN1C(C=CC1=O)=O)=O)=O)=O)(OC1=C(C=C(C=C1)[N+](=O)[O-])C)=O {4-[(2S)-2-[(2S)-2-[3-(2,5-dioxopyrrol-1-yl)propanamido] propanamido] propanamido] phenyl} methyl-4-nitrophenyl carbonate